F[P+](F)(F)F perfluorophosphonium